[K]N1C(C2=CC=CC=C2C1=O)=O.[K] potassium (potassio)-2,3-dihydro-1H-isoindole-1,3-dione